6-((5-fluoropyridin-3-yl)amino)-4-(isopropylamino)-1,5-naphthyridine-3-carboxamide FC=1C=C(C=NC1)NC=1N=C2C(=C(C=NC2=CC1)C(=O)N)NC(C)C